BrCC1=C(C(=O)OC)C=C(C=C1F)I Methyl 2-(bromomethyl)-3-fluoro-5-iodo-benzoate